4-(((5-(4-aminophenyl)-4-phenethyl-4H-1,2,4-triazol-3-yl)thio)methyl)benzonitrile NC1=CC=C(C=C1)C=1N(C(=NN1)SCC1=CC=C(C#N)C=C1)CCC1=CC=CC=C1